4-amino-N-(1-methyl-1H-pyrazol-4-yl)-N-((1R)-1-(5-(trifluoromethyl)-2-pyridinyl)ethyl)-1,3-dihydrofuro[3,4-c][1,7]naphthyridine-8-carboxamide NC1=NC=2C=NC(=CC2C2=C1COC2)C(=O)N([C@H](C)C2=NC=C(C=C2)C(F)(F)F)C=2C=NN(C2)C